4-(4-amino-3-(4-phenoxyphenyl)-1H-pyrazolo[3,4-d]Pyrimidin-1-yl)-4-morpholinobut-2-ene NC1=C2C(=NC=N1)N(N=C2C2=CC=C(C=C2)OC2=CC=CC=C2)C(C=CC)N2CCOCC2